p-aminophenyl-β-hydroxyethyl sulfone sulfate S(=O)(=O)(O)O.NC1=CC=C(C=C1)C(CS(=O)(=O)CC(C1=CC=C(C=C1)N)O)O